N1(CCCC1)CCON1S(C2=C(OC3(C1)CC3)N=CC=C2)(=O)=O (2-(pyrrolidin-1-yl)ethoxy)-2',3'-dihydrospiro[cyclopropane-1,4'-pyrido[2,3-b][1,4,5]oxathiazepine] 1',1'-dioxide